2-(methoxymethyl)-8,9-dimethyl-4H-pyrimido[1,2-b]pyridazin-4-one COCC=1N=C2N(N=CC(=C2C)C)C(C1)=O